COC1=C(C=2OC3=CC=C(C=C3C(C2)=O)OC)C=CC(=C1)OC 2',4',6-trimethoxyflavone